N-((7-fluoro-3-methyl-2-(tetrahydro-2H-pyran-4-yl)-1H-indol-5-yl)methyl)-4-methylpyrimidine-5-carboxamide FC=1C=C(C=C2C(=C(NC12)C1CCOCC1)C)CNC(=O)C=1C(=NC=NC1)C